N-(6-(5-ethyl-6-fluoro-7-(isopropylamino)-1H-indazol-4-yl)imidazo[1,2-a]pyrazin-2-yl)-2-fluorocyclopropane-1-carboxamide C(C)C=1C(=C2C=NNC2=C(C1F)NC(C)C)C=1N=CC=2N(C1)C=C(N2)NC(=O)C2C(C2)F